NC=1C2=C(N=CN1)N(C=C2C#CC=2C(=CC1=C(N=C(O1)N(C)C)C2)F)[C@@H]2CN(CC2)C(C=C)=O (S)-1-(3-(4-amino-5-((2-(dimethylamino)-6-fluoro-benzo[d]oxazol-5-yl)ethynyl)-7H-pyrrolo[2,3-d]pyrimidin-7-yl)pyrrolidin-1-yl)prop-2-en-1-one